tert-butyl (2-(((4-nitrophenoxy)carbonyl)oxy)propyl)carbamate [N+](=O)([O-])C1=CC=C(OC(=O)OC(CNC(OC(C)(C)C)=O)C)C=C1